N1(N=CC=C1)C[C@@H]1C[C@H](CN1C#N)NC(=O)C=1OC(=NN1)C1=C(C=CC(=C1)OC(F)(F)F)C1CC1 N-((3R,5S)-5-((1H-Pyrazol-1-yl)methyl)-1-cyanopyrrolidin-3-yl)-5-(2-cyclopropyl-5-(trifluoromethoxy)phenyl)-1,3,4-oxadiazole-2-carboxamide